BrC=1C(=CC=C2N=CC(=NC12)C=1C=NN(C1)CC1CCS(CC1)(=O)=O)OC=1C=CC2=C(N(C(=N2)C)COCC[Si](C)(C)C)C1 4-((4-(8-bromo-7-((2-methyl-1-((2-(trimethylsilyl)ethoxy)methyl)-1H-benzo[d]imidazol-6-yl)oxy)quinoxalin-2-yl)-1H-pyrazol-1-yl)methyl)tetrahydro-2H-thiopyran 1,1-dioxide